2,4,6-tris(aminohexyl)-1,3,5-triazine NCCCCCCC1=NC(=NC(=N1)CCCCCCN)CCCCCCN